N-(5-((6-bromo-1-methyl-1H-indazol-5-yl)oxy)pyridin-2-yl)-5-(4-fluorophenyl)-1-isopropyl-4-oxo-1,4-dihydropyridazine-3-carboxamide BrC1=C(C=C2C=NN(C2=C1)C)OC=1C=CC(=NC1)NC(=O)C1=NN(C=C(C1=O)C1=CC=C(C=C1)F)C(C)C